NC=1N=C(C=C2C=CN=CC12)C=1C(=NC=C(C1C)N)C 8-amino-6-(5-amino-2,4-dimethyl-3-pyridyl)-2,7-naphthyridine